N=1C(C(=CC1)C([O-])CCC)=O pyrrolonyl-butoxide